β-propionlactam C1(CCN1)=O